N(=[N+]=[N-])\C(\C(=O)OCC)=C/C=1SC(=CC1)C ethyl (Z)-2-azido-3-(5-methylthiophen-2-yl)acrylate